C(CCC)N(C(O)=O)C1=C(C=C(C=C1)C1=CC=CC=C1)N.FC1=C(COC2=NC(=CC=C2)C2CCNCC2)C=CC(=C1)C1COC1 ((2-fluoro-4-(oxetan-3-yl)benzyl)oxy)-6-(piperidin-4-yl)pyridine butyl-(3-amino-[1,1'-biphenyl]-4-yl)carbamate